BrC=1C=C(C=CC1)C(C(C)O)(CCCOC(C)(C=C)C)C 3-(3-Bromophenyl)-3-methyl-6-((2-methylbut-3-en-2-yl)oxy)hexan-2-ol